ClC=1C(=C(C(=CC1)N)C1=CC=CC=C1N)Cl dichloro-6,6'-diaminobiphenyl